C1(=CC=CC=C1)S(=O)(=O)NC=1C=C(C=CC1)/C=C/C(CCCOC1=C(C=CC=C1)CCC(=O)O)O 3-[2-[(E)-6-[3-(Benzenesulfonamido)phenyl]-4-hydroxyhex-5-enoxy]phenyl]propanoic acid